CN(C1CCN(CC1)C(=O)C1=CC=C(C=C1)NC(=O)NC1=CC=C(C=C1)C1=NC(=NC(=N1)N1CCOCC1)N1CCOCC1)C 1-(4-{[4-(Dimethylamino)piperidin-1-yl]carbonyl}phenyl)-3-[4-(4,6-dimorpholin-4-yl-1,3,5-triazin-2-yl)phenyl]urea